8-Methyl-3-carboxycoumarin CC=1C=CC=C2C=C(C(OC12)=O)C(=O)O